2-(4-tert-butyl-5-chloro-2-methyl-phenyl)-4,4,5,5-tetramethyl-1,3,2-dioxaborolane C(C)(C)(C)C1=CC(=C(C=C1Cl)B1OC(C(O1)(C)C)(C)C)C